Ethyl-2-(2-(4-methylphenyl)hydrazono)acetat C(C)OC(C=NNC1=CC=C(C=C1)C)=O